C1(CC1)CN1CCC2(CCCN(C2)C2=C(C(=CC=C2\C=C(/F)\C2=NC(=CN=C2)N2CC(C2)(F)F)OC2=C(C(=C(C(=C2[2H])[2H])[2H])[2H])[2H])C(F)(F)F)CC1 (Z)-9-(cyclopropylmethyl)-2-(6-(2-(6-(3,3-difluoroazetidin-1-yl)pyrazin-2-yl)-2-fluorovinyl)-3-(phenoxy-d5)-2-(trifluoromethyl)phenyl)-2,9-diazaspiro[5.5]undecane